6-Methoxy-7-geranyloxycoumarin COC=1C=C2C=CC(OC2=CC1OC\C=C(/C)\CCC=C(C)C)=O